N-(4-((4-((2-(2,6-dioxopiperidin-3-yl)-4-fluoro-1-oxoisoindolin-5-yl)methyl)piperazin-1-yl)methyl)-3-(trifluoromethyl)phenyl)-3-(imidazo[1,2-b]pyridazin-3-ylethynyl)-4-methylbenzamide O=C1NC(CCC1N1C(C2=CC=C(C(=C2C1)F)CN1CCN(CC1)CC1=C(C=C(C=C1)NC(C1=CC(=C(C=C1)C)C#CC1=CN=C2N1N=CC=C2)=O)C(F)(F)F)=O)=O